2-(difluoromethyl)-N-[(3R)-3-ethyl-1,1-dimethyl-indan-4-yl]pyridin-3-amide FC(C1=NC=CC=C1C(=O)NC1=C2[C@@H](CC(C2=CC=C1)(C)C)CC)F